NCCOCCOCCC(=O)NC1=C(C(=O)NC2=NNC=C2)C=CC=C1 2-(3-(2-(2-aminoethoxy)ethoxy)propanamido)-N-(1H-pyrazol-3-yl)benzamide